1-(2-hydroxyethyl)-4-[4-(methoxy)phenylthiomethyl]-1H-1,2,3-triazole OCCN1N=NC(=C1)CSC1=CC=C(C=C1)OC